1,3-bis[(2-butoxycyclohexane-1-yl)methyl]imidazolium C(CCC)OC1C(CCCC1)CN1C=[N+](C=C1)CC1C(CCCC1)OCCCC